[O-2].[Mn+2].[W+4].[O-2].[O-2] tungsten-manganese oxide